C(C)N1C2=C(C=CC1=O)N(C=C2)S(=O)(=O)C2=CC=C(C=C2)C 4-ethyl-1-(4-methylbenzenesulfonyl)-1H,4H,5H-pyrrolo[3,2-b]pyridin-5-one